(Z)-7-[(1R,2R,3R,5S)-3,5-Dihydroxy-2-[(3R)-3-hydroxy-5-phenylpentyl]cyclopentyl]hept-5-enoic acid O[C@H]1[C@@H]([C@H]([C@H](C1)O)C\C=C/CCCC(=O)O)CC[C@H](CCC1=CC=CC=C1)O